2,5-bis(trimethylsilyl)bicyclo[4.2.0]Octane-1(6),3-diene C[Si](C1C=2CCC2C(C=C1)[Si](C)(C)C)(C)C